2-cyclopropyloxy-3-(4,4,5,5-tetramethyl-1,3,2-dioxaborolan-2-yl)pyridine C1(CC1)OC1=NC=CC=C1B1OC(C(O1)(C)C)(C)C